FC1=C(C=C(C=N1)NC(OC)=O)C methyl (6-fluoro-5-methylpyridin-3-yl)carbamate